S1C(=CC=2COCCC21)C(=O)N 6,7-dihydro-4H-thieno[3,2-c]pyran-2-carboxamide